CN1CCN(CC1)C1=CC=C(C=C1)NC=1N=C(C2=C(N1)NC=C2C=O)OC2CCOCC2 (2-((4-(4-methylpiperazin-1-yl)phenyl)amino)-4-((tetrahydro-2H-pyran-4-yl)oxy)-7H-pyrrolo[2,3-d]pyrimidin-5-yl)methanone